OC(CCCC1=C(C=C(C=C1C(C)C)C(C)C)CCC(=O)[O-])CCCC 3-(4-hydroxy-octyl 3,5-diisopropylphenyl)propionate